N-(1,3-benzodioxol-5-yl)-3-(4-chloro-3,5-dimethyl-pyrazol-1-yl)-N,4-dimethyl-benzamide O1COC2=C1C=CC(=C2)N(C(C2=CC(=C(C=C2)C)N2N=C(C(=C2C)Cl)C)=O)C